C(=C)C1=C(C(O)=CC=C1)O vinylcatechol